COC=1C=C2C(=CC=NC2=CC1OC)N1CCC(CC1)CCNC(OCC1=CC=CC=C1)=O benzyl (2-(1-(6,7-dimethoxyquinolin-4-yl)piperidin-4-yl)ethyl)carbamate